ClC=1C=NC(=NC1)N1C(C=2CCC(CC2C=N1)C1=C(C=CC(=C1)OC)C)=O 2-(5-Chloropyrimidin-2-yl)-6-(5-methoxy-2-methylphenyl)-5,6,7,8-tetrahydrophthalazin-1(2H)-one